C1(CC1)C1=NC=NC(=C1C1=NC=C(C(=N1)SC)CO)OC [2-(4-cyclopropyl-6-methoxy-pyrimidin-5-yl)-4-methylsulfanyl-pyrimidin-5-yl]methanol